3-((3-amino-4-(difluoromethyl)-1,1,2,2-tetrafluoro-2,3-dihydro-1H-inden-5-yl)oxy)-5-fluorobenzonitrile NC1C(C(C2=CC=C(C(=C12)C(F)F)OC=1C=C(C#N)C=C(C1)F)(F)F)(F)F